O=C1CCOC2=CC(=CC=C12)O[C@@H](C1=CC=C(C(=O)N)C=C1)C1=NC=NC=C1 (S)-4-(((4-Oxochroman-7-yl)oxy)(pyrimidin-4-yl)methyl)benzamide